2-bromo-4-(3-(fluoranthene-3-yl)phenyl)-6-phenyl-1,3,5-triazine BrC1=NC(=NC(=N1)C1=CC(=CC=C1)C=1C=CC=2C3=CC=CC=C3C3=CC=CC1C23)C2=CC=CC=C2